2-N-(2-((1r,4r)-4-formylcyclohexyl)-5-methoxybenzo[d]oxazol-6-yl)pyrazine-2-carboxamide C(=O)C1CCC(CC1)C=1OC2=C(N1)C=C(C(=C2)NC(=O)C2=NC=CN=C2)OC